C1(=CC=CC=C1)C(C1=CC(=C(C(=C1)C)O)C)(C1=CC(=C(C(=C1)C)O)C)C1=CC=CC=C1 4,4'-(diphenylmethylene)bis(2,6-dimethylphenol)